2-(beta-naphthoylmethylene)-3-methylbenzoxazolin C1=C(C=CC2=CC=CC=C12)C(=O)C=C1OC2=C(N1C)C=CC=C2